Methyl (p-aminophenyl)acetate NC1=CC=C(C=C1)CC(=O)OC